4-amino-1-(2-chlorophenyl)-2-oxo-7-(trifluoromethyl)-1,2-dihydroquinoline-3-carboxylic acid methyl ester COC(=O)C=1C(N(C2=CC(=CC=C2C1N)C(F)(F)F)C1=C(C=CC=C1)Cl)=O